C(#C)C1=CC(=C(C(=O)O)C=C1)C(F)(F)F 4-ethynyl-2-(trifluoromethyl)benzoic acid